CC1=NC(=CC(=C1)C=1N=C(SC1CO)NC1=C(C=CC=C1)S(=O)(=O)O)C ((4-(2,6-dimethylpyridin-4-yl)-5-(hydroxymethyl)thiazol-2-yl)amino)benzenesulfonic acid